C(C)C1=CC(=CC2=CN(N=C12)C)C1=CC2=C(C=N1)N=C(S2)C2CCNCC2 6-(7-Ethyl-2-methyl-2H-indazol-5-yl)-2-(piperidin-4-yl)[1,3]thiazolo[4,5-c]pyridin